PHTHALIMIDE TRIFLUOROMETHANESULFONATE FC(S(=O)(=O)O)(F)F.C1(C=2C(C(N1)=O)=CC=CC2)=O